C(C)OC(=O)C1(CC1)C ethyl-1-methylcyclopropan-carboxylat